(RS)-6-Pyrazol-1-yl-N-(4-pyrrolidin-3-yl-phenyl)-nicotinamide N1(N=CC=C1)C1=NC=C(C(=O)NC2=CC=C(C=C2)[C@@H]2CNCC2)C=C1 |r|